mellitic acid diacrylate C(C=C)(=O)O.C(C=C)(=O)O.C(C1=C(C(=O)O)C(C(=O)O)=C(C(=O)O)C(C(=O)O)=C1C(=O)O)(=O)O